FC1=C(C(=O)OC)C=CC(=C1)N1C=CC=2C1=NC(=CN2)C2=CC=CC=C2 methyl 2-fluoro-4-(3-phenylpyrrolo[2,3-b]pyrazin-5-yl)benzoate